tert-butyl (2S,4R)-4-((3-bromopyridin-4-yl) methyl)-4-hydroxy-2-methylpyrrolidine-1-carboxylate BrC=1C=NC=CC1C[C@]1(C[C@@H](N(C1)C(=O)OC(C)(C)C)C)O